CC1=CC=C(C(N1C1=CC(=NC=C1)OC(C)C)=O)C(=O)N 6-methyl-2-oxo-1-(2-propan-2-yloxypyridin-4-yl)pyridine-3-carboxamide